(R)-1-((tert-butylsulfinyl)imino)-6-cyano-1,3-dihydrospiro[indene-2,4'-piperidine]-1'-carboxylic acid tert-butyl ester C(C)(C)(C)OC(=O)N1CCC2(CC1)C(C1=CC(=CC=C1C2)C#N)=N[S@](=O)C(C)(C)C